4-fluoroisoquinoline sulfate salt S(=O)(=O)(O)O.FC1=CN=CC2=CC=CC=C12